2,3,4,6-tetra-O-benzoyl-D-glucosyl-triphenyl-phosphonium trifluoromethanesulfonate FC(S(=O)(=O)[O-])(F)F.C(C1=CC=CC=C1)(=O)O[C@H]1C(O[C@@H]([C@H]([C@@H]1OC(C1=CC=CC=C1)=O)OC(C1=CC=CC=C1)=O)COC(C1=CC=CC=C1)=O)[P+](C1=CC=CC=C1)(C1=CC=CC=C1)C1=CC=CC=C1